C=O cis-formaldehyde